5-(3-(2,2-difluoroethyl)-2-methyl-3H-imidazo[4,5-b]pyridin-5-yl)-N-((3S,4R)-3-fluorotetrahydro-2H-pyran-4-yl)pyrrolo[2,1-f][1,2,4]triazin-2-amine FC(CN1C(=NC=2C1=NC(=CC2)C=2C=CN1N=C(N=CC12)N[C@H]1[C@@H](COCC1)F)C)F